racemic-2-[[5-(ethylsulfonimidoyl)-6-[7-(trifluoromethylsulfanyl)imidazo[1,2-c]pyrimidin-2-yl]-3-pyridyl]oxy]l-2-methyl-propanenitrile C(C)[S@](=O)(=N)C=1C=C(C=NC1C=1N=C2N(C=NC(=C2)SC(F)(F)F)C1)OC(C#N)(C)C |r|